BrC1=C2C(COCC2=CC=C1N(CC1=CC=CC=C1)CC1=CC=CC=C1)=O 5-bromo-6-(dibenzylamino)isochroman-4-one